1-(2-methoxynaphthyl)tetrahydro-2-naphthalenone COC1=C(C2=CC=CC=C2C=C1)C1C(CCC2CC=CC=C12)=O